ClC1=CC=C(C=C1)C1CN(CC1)C(=O)C1=C(C(=NN1)C1=CN=NC=C1)C1CC1 [3-(4-chlorophenyl)pyrrolidin-1-yl]-(4-cyclopropyl-3-pyridazin-4-yl-1H-pyrazol-5-yl)methanone